O=C1N(C(C=C1)=O)CCC(NCCOCCOCCOCCOCCOCCOCCOCCOCCC(=O)[O-])=O 1-(2,5-dioxo-2,5-dihydro-1H-pyrrol-1-yl)-3-oxo-7,10,13,16,19,22,25,28-octaoxa-4-azahentriacontan-31-oate